2-diethoxyphosphoryl-N,N-dimethylacetamide C(C)OP(=O)(OCC)CC(=O)N(C)C